1,4-bis((2-hexyl)undecyloxy)benzene CC(CCCC)CCCCCCCCCCCOC1=CC=C(C=C1)OCCCCCCCCCCCC(C)CCCC